FC(C12CC(C1)(C2)C2=CCCC(C2)(C)C)F 2-(3-(difluoromethyl)bicyclo[1.1.1]pentan-1-yl)-4,4-dimethylcyclohex-1-en